ethyl 1,3-oxazole-5-carboxylate trifluoromethyl-acetate FC(F)(F)OC(C)=O.O1C=NC=C1C(=O)OCC